ClC1=NC(=C(C(=N1)NC1C(C2CCC1CC2)C(=O)OC)F)C2=CC=C(C=C2)OC (+/-)-trans-methyl 3-((2-chloro-5-fluoro-6-(4-methoxyphenyl)pyrimidin-4-yl)amino)bicyclo[2.2.2]octane-2-carboxylate